1,2,3,4-tetrahydroisoquinoline TFA salt OC(=O)C(F)(F)F.C1NCCC2=CC=CC=C12